(E)-N-(5-(3-(1-((5-cyclopropyl-1H-pyrazol-3-yl)amino)-1-oxopropan-2-yl)phenyl)pyridin-2-yl)-4-(3-fluoropiperidin-1-yl)but-2-enamide C1(CC1)C1=CC(=NN1)NC(C(C)C=1C=C(C=CC1)C=1C=CC(=NC1)NC(\C=C\CN1CC(CCC1)F)=O)=O